CC=1N=C(C2=C(N1)OC=C2C(=O)NCC=2SC=C(N2)C(F)(F)F)NC2(CC2)C methyl-4-[(1-methylcyclopropyl)amino]-N-{[4-(trifluoromethyl)-1,3-thiazol-2-yl]methyl}furo[2,3-d]pyrimidine-5-carboxamide